1-(9Z-hexadecenyl)-2-(9Z,12Z-octadecadienoyl)-sn-glycero-3-phosphocholine CCCCCC/C=C\CCCCCCCCOC[C@H](COP(=O)([O-])OCC[N+](C)(C)C)OC(=O)CCCCCCC/C=C\C/C=C\CCCCC